(benzyloxy)-2-methyl-3-(pyrrolidin-3-yl)-1H-indole C(C1=CC=CC=C1)ON1C(=C(C2=CC=CC=C12)C1CNCC1)C